BrC(C)C1=CC=C(C=C1)S(=O)(=O)C1CC1 1-(1-bromoethyl)-4-(cyclopropylsulfonyl)benzene